C(C(=O)C)N1N=CC(=C1C(=O)OCC)F ethyl 2-acetonyl-4-fluoro-pyrazole-3-carboxylate